3-{2-[1-(trifluoromethyl)cyclopropyl]ethoxyl-1H-pyrazol-1-yl}-15λ6-thia-2,6,8,14,20-pentaazatetracyclo[14.3.1.13,6.07,12]henicosa-1(20),7,9,11,16,18-hexaene-13,15,15-trione FC(C1(CC1)CCOC1=NN(C=C1)C12NC=3C=CC=C(S(NC(C4=CC=CN=C4N(CC1)C2)=O)(=O)=O)N3)(F)F